4-methacryloyloxy-2,2,6,6-tetramethylpiperidine C(C(=C)C)(=O)OC1CC(NC(C1)(C)C)(C)C